C(\C=C(/C)\CCC=C(C)CCC=C(C)C)CC(C)=O E-farnesylacetone